CC=1C=CC=C2C3=C(NC12)C=NC=C3 8-methyl-9H-pyrido[3,4-b]Indole